6-chloro-N-(2-fluoro-3-methyl-4-((1-methyl-1H-benzo[d]imidazol-5-yl)oxy)phenyl)pyrido[3,2-d]pyrimidin-4-amine ClC=1C=CC=2N=CN=C(C2N1)NC1=C(C(=C(C=C1)OC1=CC2=C(N(C=N2)C)C=C1)C)F